CC1=NC(=CC(=N1)NC1=C(C(=O)NOC)C=CC=N1)C ((2,6-dimethyl-pyrimidin-4-yl)-amino)-N-methoxynicotinamide